NC=1C=C(OCCCCCOC2=CC(=CC=C2)N)C=CC1 1,5-bis(3-aminophenoxy)Pentan